6-methoxy-2-((1R,2R)-2-methyl-4-(methylamino)cyclohexyl)-N-(pyrazolo[1,5-a]pyrimidin-3-yl)-2H-indazole-5-carboxamide COC=1C(=CC2=CN(N=C2C1)[C@H]1[C@@H](CC(CC1)NC)C)C(=O)NC=1C=NN2C1N=CC=C2